(S)-N-(2,3-difluoro-4-((3-(2-(piperidin-3-ylamino)pyrimidin-4-yl)pyridin-2-yl)oxy)phenyl)-1-(3-fluorophenyl)methanesulfonamide FC1=C(C=CC(=C1F)OC1=NC=CC=C1C1=NC(=NC=C1)N[C@@H]1CNCCC1)NS(=O)(=O)CC1=CC(=CC=C1)F